N1=CC(=CC=C1)C1=CC=C(C=C1)C1=CC(=CC(=C1)C1=CC=C(C=C1)C=1C=NC=CC1)C1=CC=C(C=C1)C=1C=NC=CC1 1,3,5-tris(4-pyrid-3-ylphenyl)benzene